(3S)-ethyl 3-(4-((3-(7-oxaspiro[bicyclo[4.1.0]heptane-3,2'-[1,3]dioxolan]-6-yl)benzyl)oxy)phenyl)hex-4-ynoate O1C2(OCC1)CC1OC1(CC2)C=2C=C(COC1=CC=C(C=C1)[C@H](CC(=O)OCC)C#CC)C=CC2